((2-(diethylamino)ethyl)thio)-4H-1,2,4-triazole-3-amine C(C)N(CCSN1C(=NN=C1)N)CC